6-((2S,3R)-2-(2-methoxybenzyl)-3-methylpyrrolidin-1-yl)-4-morpholinopyridin-2(1H)-one COC1=C(C[C@@H]2N(CC[C@H]2C)C2=CC(=CC(N2)=O)N2CCOCC2)C=CC=C1